N-methanesulfonylcyclopropane-1-carboxamide CS(=O)(=O)NC(=O)C1CC1